N-(6-(1,2-dimethyl-1H-imidazol-5-yl)isoquinolin-3-yl)-3,3-difluorocyclobutane-1-carboxamide CN1C(=NC=C1C=1C=C2C=C(N=CC2=CC1)NC(=O)C1CC(C1)(F)F)C